5-{3-[2-(Piperidin-4-yl)ethyl]-4-(trifluoromethyl)phenyl}-1,3,4-oxadiazol-2(3H)-one N1CCC(CC1)CCC=1C=C(C=CC1C(F)(F)F)C1=NNC(O1)=O